Tetrahydro-3-pentyl-2H-pyran-4-yl acetate C(C)(=O)OC1C(COCC1)CCCCC